tert-butyl benzyl(5-hydroxy-1,1-dioxidotetrahydro-2H-thiopyran-3-yl)carbamate C(C1=CC=CC=C1)N(C(OC(C)(C)C)=O)C1CS(CC(C1)O)(=O)=O